C(CCCCCCCCCCC)(=O)N(C)CC(=O)O N-dodecanoylsarcosinic acid